BrC1=CSC=2C=NN(C(C21)=O)C(COC)C 3-Bromo-5-(1-methoxypropan-2-yl)thieno[2,3-d]pyridazin-4(5H)-one